C(CCCCCCCCCCC)(=O)OC[C@@H](OC(CCCCCCCCCCC)=O)COP(=O)(O)OCC 1,2-Dilauroyl-sn-glycero-3-phosphoethanol